OC(COC1=NC=C(C=C1NS(=O)(=O)C)C1=CC=2C3=C(C=NC2C=C1)N(C(C31CCC1)=O)C)CN1CCCCC1 N-(2-(2-Hydroxy-3-(piperidin-1-yl)propoxy)-5-(3'-methyl-2'-oxo-2',3'-dihydrospiro[cyclobutane-1,1'-pyrrolo[2,3-c]quinolin]-8'-yl)pyridin-3-yl)methanesulfonamide